6-(2,8-dimethylimidazo[1,2-a]pyridin-6-yl)-N-methyl-N-(piperidin-4-yl)[1,3]thiazolo[4,5-b]pyrazin-2-amine hydrochloride Cl.CC=1N=C2N(C=C(C=C2C)C=2N=C3C(=NC2)N=C(S3)N(C3CCNCC3)C)C1